3,3-dimethyl-5-(trifluoromethyl)indolin-2-one CC1(C(NC2=CC=C(C=C12)C(F)(F)F)=O)C